[N+](=O)([O-])C1CCC=C(C1)C(=O)N 5-nitro-1-cyclohexene-1-carboxamide